C(C)(=O)C=1C(=C(C(=CC1O)O)C(CCCCCBr)=O)O (3-acetyl-2,4,6-trihydroxyphenyl)-6-bromohexane-1-one